ClC=CCO 3-chloropropan-2-en-1-ol